monobutyl-phenyl-monooctyl-phenyl-amine C(CCC)C1=CC=C(C=C1)N(CCCCCCCC)C1=CC=CC=C1